N-[4-[(6,7-dimethoxy-1,5-naphthyridin-4-yl)oxy]-3-fluorophenyl]-6-(4-fluorophenyl)-5-methoxy-3-methylpyridazine-4-carboxamide COC=1N=C2C(=CC=NC2=CC1OC)OC1=C(C=C(C=C1)NC(=O)C1=C(N=NC(=C1OC)C1=CC=C(C=C1)F)C)F